3-{[(2E)-3-(4-fluorobenzenesulfonyl)prop-2-en-1-yl]carbamoyl}-2-oxo-1,2,5,6,7,8-hexahydro-1,6-naphthyridine-6-carboxylic acid tert-butyl ester C(C)(C)(C)OC(=O)N1CC=2C=C(C(NC2CC1)=O)C(NC\C=C\S(=O)(=O)C1=CC=C(C=C1)F)=O